8-[(1S)-1-(2-bromo-4-chloro-anilino)ethyl]-2-(5-fluoroisoindolin-2-yl)-3,6-dimethyl-chromen-4-one BrC1=C(N[C@@H](C)C=2C=C(C=C3C(C(=C(OC23)N2CC3=CC=C(C=C3C2)F)C)=O)C)C=CC(=C1)Cl